1,11-diaminoundecan-6-ol NCCCCCC(CCCCCN)O